C(C)(C)(C)O[Si](C=C)(C=C)OC(C)(C)C di(tert-butoxy)divinyl-silane